CN(CC(=O)N(C)C1=CC(=C(C=C1)NC=1N=CC2=C(N1)N(C(C=C2C#C)=O)C2=CC=CC=C2)OC)C 2-(Dimethylamino)-N-(4-((5-ethynyl-7-oxo-8-phenyl-7,8-dihydropyrido[2,3-d]pyrimidin-2-yl)amino)-3-methoxyphenyl)-N-methylacetamide